2-[3,6-Bis(ethylsulfonyl)pyridin-2-yl]-3-methyl-6-(trifluoromethyl)-3H-imidazo[4,5-c]pyridin C(C)S(=O)(=O)C=1C(=NC(=CC1)S(=O)(=O)CC)C1=NC2=C(C=NC(=C2)C(F)(F)F)N1C